OC1CC(C1)C1=CC=CC=2NC(N(C21)C)=O 4-(3-hydroxycyclobutyl)-3-methyl-2-oxo-benzimidazol